5-(1-methyl-1H-pyrazol-4-yl)-3-(pyrazolo[1,5-a]-pyrimidin-6-yl)thieno[3,2-b]pyridine CN1N=CC(=C1)C1=CC=C2C(=N1)C(=CS2)C=2C=NC=1N(C2)N=CC1